CC=1C(=C(N(C)C)C=CC1)C Tetramethyl-aniline